[SiH3]C1=C(C2=C(PC3=C2C=CC=C3)C=C1)[SiH3] disilyldibenzophosphole